4-(2-(4-methylpiperazin-1-yl)acetamido)benzamide CN1CCN(CC1)CC(=O)NC1=CC=C(C(=O)N)C=C1